2-allyl-6-chloro-1-methyl-1,2-dihydro-3H-pyrazolo[3,4-b]pyridin-3-one C(C=C)N1N(C2=NC(=CC=C2C1=O)Cl)C